FC1=C(C=CC(=C1)F)C1CC12CCN(CC2)C=2N=C1C(=NC2C=2C=NN(C2)C)CN(CC1)C(C)=O 1-(2-(1-(2,4-difluorophenyl)-6-azaspiro[2.5]octan-6-yl)-3-(1-methyl-1H-pyrazol-4-yl)-7,8-dihydropyrido[3,4-b]pyrazin-6(5H)-yl)ethan-1-one